(S)-3-(trifluoromethyl)-N-(1-(3-(2-(trifluoromethyl)pyridin-4-yl)isoxazol-5-yl)ethyl)benzamide FC(C=1C=C(C(=O)N[C@@H](C)C2=CC(=NO2)C2=CC(=NC=C2)C(F)(F)F)C=CC1)(F)F